COC=1C=C(C=CC1OC)[C@@]12CCN([C@H]2CC(CC1)=NNC(=O)N)C [[(3aS-7aS)-3a-(3,4-dimethoxyphenyl)-1-methyl-2,3,4,5,7,7a-hexahydroindol-6-ylidene]amino]urea